OC(C)(C)C=1C(=CC2=CN(N=C2C1)C1CCNCC1)NC(=O)C1=NC(=CC=C1)C(F)(F)F N-(6-(2-hydroxyprop-2-yl)-2-(piperidin-4-yl)-2H-indazol-5-yl)-6-(trifluoromethyl)pyridinecarboxamide